2-(1-(6-Amino-9H-purin-9-yl)ethyl)-3-o-tolyl-4H-chromen-4-one NC1=C2N=CN(C2=NC=N1)C(C)C=1OC2=CC=CC=C2C(C1C1=C(C=CC=C1)C)=O